ClC1=C(C=CC(=C1)S(NC=1N=CSC1)(=O)=O)N([C@@H]1CN(CC1)C(=O)OC(C)(C)C)C tert-butyl (S)-3-((2-chloro-4-(N-(thiazol-4-yl)sulfamoyl)phenyl)(methyl)amino)pyrrolidine-1-carboxylate